O=C(CCC(=O)[O-])C 4-OXOPENTANOATE